3-(4-methyl-4-hydroxypentyl)-3-cyclohexenealdehyde CC(CCCC=1CC(CCC1)C=O)(C)O